The molecule is an N-acylsphingosine-1-phosphoethanolamine zwitterion in which the N-acyl group is specified as hexanoyl. It is a tautomer of a N-hexanoylsphingosine-1-phosphoethanolamine. CCCCCCCCCCCCC/C=C/[C@H]([C@H](COP(=O)([O-])OCC[NH3+])NC(=O)CCCCC)O